[4-Nitro-2-(2-trimethylsilanyl-ethoxymethyl)-2H-pyrazol-3-yl]-methanol [N+](=O)([O-])C1=C(N(N=C1)COCC[Si](C)(C)C)CO